ClC1=C(OCCN2CCN(CC2)C)C(=CC(=C1)B1OC(C(O1)(C)C)(C)C)Cl 1-(2-(2,6-dichloro-4-(4,4,5,5-tetramethyl-1,3,2-dioxaborolan-2-yl)phenoxy)ethyl)-4-methylpiperazine